C1(CC2C(CC1)O2)CCCO[Si](OC)(OC)CC (3,4-epoxycyclohexylethyl)ethyltrimethoxysilane